8-((3S,4S)-3-Ethoxy-4-((2-(trifluoromethyl)pyridin-4-yl)oxy)piperidin-1-yl)-5-methyl-6-oxo-5,6-dihydro-1,5-naphthyridin-2-carbonitril C(C)O[C@H]1CN(CC[C@@H]1OC1=CC(=NC=C1)C(F)(F)F)C1=CC(N(C=2C=CC(=NC12)C#N)C)=O